6-chloro-1-methyl-4-{4-[(2-methylphenyl)methyl]piperazin-1-yl}-2-oxo-1,2-dihydro-1,5-naphthyridine-3-carbonitrile ClC=1N=C2C(=C(C(N(C2=CC1)C)=O)C#N)N1CCN(CC1)CC1=C(C=CC=C1)C